1-(6-(trifluoromethyl)pyridin-3-yl)piperidin-4-ol FC(C1=CC=C(C=N1)N1CCC(CC1)O)(F)F